methyl 2-(3-chloro-2-fluorophenyl)-6-(5,6-dimethoxy-1H-benzo[d]imidazol-1-yl)nicotinate ClC=1C(=C(C=CC1)C1=C(C(=O)OC)C=CC(=N1)N1C=NC2=C1C=C(C(=C2)OC)OC)F